C(C)(C)(C)OC(=O)N[C@H](C(=O)N1[C@@H]([C@H]2C([C@H]2C1)(C)C)C(=O)O)C(C)(C)C (1R,2S,5S)-3-[(2S)-2-(tert-butoxycarbonylamino)-3,3-dimethyl-butanoyl]-6,6-dimethyl-3-azabicyclo[3.1.0]hexane-2-carboxylic acid